OC1=CC=C(C=C1)NCC(=O)N1CCOCC1 2-((4-Hydroxyphenyl)amino)-1-morpholinoethan-1-one